CS(=O)(=O)CCN1CCN(CC1)CC1=C(C=C(C=C1)[N+](=O)[O-])C(F)(F)F 1-(2-(methylsulfonyl)ethyl)-4-(4-nitro-2-(trifluoromethyl)benzyl)piperazine